6-indan-4-yl-3-(4-isoquinolinyl)-1-[(4-methoxyphenyl)methyl]thieno[3,2-d]pyrimidine-2,4-dione C1CCC2=C(C=CC=C12)C1=CC=2N(C(N(C(C2S1)=O)C1=CN=CC2=CC=CC=C12)=O)CC1=CC=C(C=C1)OC